O/C(/C(=O)O)=C\C1=CC(O)=C(O)C=C1 alpha-Hydroxycaffeic acid